ClC=1C=CC(=C(C1)NC1=NC=NC2=CC(=C(C=C12)[N+](=O)[O-])I)F N-(5-chloro-2-fluoro-phenyl)-7-iodo-6-nitro-quinazolin-4-amine